tert-butyl 9-(2-(4-((3R,5R)-5-((6-bromo-5-oxo-5H-thiazolo[3,2-a]pyrimidin-7-yl)amino)-1-methylpiperidin-3-yl)phenoxy)ethyl)-3,9-diazaspiro[5.5]undecane-3-carboxylate BrC1=C(N=C2N(C1=O)C=CS2)N[C@@H]2C[C@@H](CN(C2)C)C2=CC=C(OCCN1CCC3(CCN(CC3)C(=O)OC(C)(C)C)CC1)C=C2